C=CC(CC#CC)O 1-Hepten-5-yn-3-ol